FC(C=1C=C(C=C(C1)C(F)(F)F)[B-](C1=CC(=CC(=C1)C(F)(F)F)C(F)(F)F)(C1=CC(=CC(=C1)C(F)(F)F)C(F)(F)F)C1=CC(=CC(=C1)C(F)(F)F)C(F)(F)F)(F)F.C1(=CC=CC=C1)[C+](C1=CC=CC=C1)C1=CC=CC=C1 triphenylcarbenium tetrakis[3,5-bis(trifluoromethyl)-phenyl]borate